CS(=O)(=O)C=1C(=NC=CC1)NC1=C(C=NC(=C1)NC1=NC=C(C=C1)C(F)(F)F)C(=O)NC([2H])([2H])[2H] 4-[(3-methanesulfonylpyridin-2-yl)amino]-N-(2H3)methyl-6-{[5-(trifluoromethyl)pyridin-2-yl]amino}pyridine-3-carboxamide